COC1=CC=C(C=C1)C(OC[C@H]1O[C@H]([C@@H]([C@@H]1CC(=O)O)F)N1C(NC(C=C1)=O)=O)(C1=CC=CC=C1)C1=CC=C(C=C1)OC 2-((2S,3R,4R,5R)-2-((bis(4-methoxyphenyl)(phenyl)methoxy)methyl)-5-(2,4-dioxo-3,4-dihydropyrimidin-1(2H)-yl)-4-fluorotetrahydrofuran-3-yl)acetic acid